C1(CC1)C=1NC(=NN1)C1CC2(CN(C2)C(=O)N2CC(C2)C2=CC=C(C=C2)C=2N(N=NC2)CC(C)(C)C)C1 [6-(5-cyclopropyl-4H-1,2,4-triazol-3-yl)-2-azaspiro[3.3]heptan-2-yl]-[3-[4-[3-(2,2-dimethylpropyl)triazol-4-yl]phenyl]azetidin-1-yl]methanone